N*6*-Cyclohexyl-N*2*-phenyl-9H-purine-2,6-diamine C1(CCCCC1)NC1=C2N=CNC2=NC(=N1)NC1=CC=CC=C1